1,3-dimethyl-2,4-dioxopyrimidine-5-carboxylic acid CN1C(N(C(C(=C1)C(=O)O)=O)C)=O